ClC=1C=2C(N=C3N(C2C=CC1)C1=CC=C(C=C1C3(C)C)C3CC(CCC3)N3CCC1(CN(C1)C1=CC(=C(C(=C1)F)C1C(NC(CC1)=O)=O)F)CC3)=O 3-(4-(7-(3-(4-chloro-7,7-dimethyl-5-oxo-5,7-dihydroindolo[1,2-a]quinazolin-9-yl)cyclohexyl)-2,7-diazaspiro[3.5]nonan-2-yl)-2,6-difluorophenyl)piperidine-2,6-dione